COC1=C(CN2C(C3(CC3)C(=C2C2=CC=CC=C2)C(=O)OC)=O)C=CC(=C1)OC methyl 5-(2,4-dimethoxybenzyl)-4-oxo-6-phenyl-5-azaspiro[2.4]hept-6-ene-7-carboxylate